O=C1NC(CCC1N1C(C2=CC=CC(=C2C1)NCCCC(=O)N1CCC(CC1)NC(OC(C)(C)C)=O)=O)=O tert-butyl (1-(4-((2-(2,6-dioxopiperidin-3-yl)-1-oxoisoindolin-4-yl)amino)butanoyl)piperidin-4-yl)carbamate